ClC=1C=CC=C2C=CC(=NC12)OC1=CC=C(C=C1)OC(F)(F)F 8-chloro-2-[4-(trifluoromethoxy)phenoxy]Quinoline